NC1=C(C(=NN1C1CC(C1)N1CCN(CC1)C)C1=CC=C2C=CC(=NC2=C1)C1=CC=CC=C1)C#N 5-Amino-1-(3-(4-methylpiperazin-1-yl)cyclobutyl)-3-(2-phenylquinolin-7-yl)-1H-pyrazole-4-carbonitrile